N1C=CC2=CC(=CC=C12)C=CC(C)(O)C 4-(1H-indol-5-yl)-2-methylbut-3-en-2-ol